C(C)(C)(C)C1(COCC2=C1OC(C1=C2C=C(S1)C=1C(=NN(C1)COCC[Si](C)(C)C)F)=O)O 4-(tert-butyl)-8-(3-fluoro-1-((2-(trimethylsilyl)ethoxy)methyl)-1H-pyrazol-4-yl)-4-hydroxy-3,4-dihydro-1H,6H-pyrano[4,3-b]thieno[3,2-d]pyran-6-one